methacrylic anhydrid C(C(=C)C)(=O)OC(C(=C)C)=O